N2-((1R,3s,5S)-9-(ethylsulfonyl)-9-azabicyclo[3.3.1]nonan-3-yl)-5-fluoro-N2-methyl-N4-(5-methyl-1H-pyrazol-3-yl)-6-((oxetan-3-yloxy)methyl)pyrimidine-2,4-diamine C(C)S(=O)(=O)N1[C@H]2CC(C[C@@H]1CCC2)N(C2=NC(=C(C(=N2)NC2=NNC(=C2)C)F)COC2COC2)C